FC=1C(=NC=C(C1)F)OC=1C=CC(=NC1)NC([C@H](C)[C@@H]1C[C@@H](CCC1)C1=CNC(C=C1)=O)=O (R)-N-(5-((3,5-difluoropyridin-2-yl)oxy)pyridin-2-yl)-2-((1s,3R)-3-(6-oxo-1,6-dihydropyridin-3-yl)cyclohexyl)propanamide